6-MORPHOLINOPYRIDINE-2-BORONIC ACID O1CCN(CC1)C1=CC=CC(=N1)B(O)O